2-((3-chloro-2-methylphenyl)amino)-5-fluoro-N-(4-(piperazin-1-yl)phenyl)benzamide ClC=1C(=C(C=CC1)NC1=C(C(=O)NC2=CC=C(C=C2)N2CCNCC2)C=C(C=C1)F)C